O1-benzyl O2-methyl (2S,4S)-4-[4-[3-[3-[tert-butoxycarbonyl(methyl)amino]-2-methoxy-propyl]-2-methyl-benzimidazol-4-yl]pyrimidin-2-yl]oxypyrrolidine-1,2-dicarboxylate C(C)(C)(C)OC(=O)N(CC(CN1C(=NC2=C1C(=CC=C2)C2=NC(=NC=C2)O[C@H]2C[C@H](N(C2)C(=O)OCC2=CC=CC=C2)C(=O)OC)C)OC)C